CN(C/C=C/C(=O)N(C)[C@H](C(=O)NCCCOC=1C=C(C=CC1)NC=1C(=NC(=C(N1)NC(C)C)CC)C(=O)N)C)C (S,E)-3-((3-(3-(2-(4-(dimethylamino)-N-methylbut-2-enamido)propanamido)propoxy)phenyl)amino)-6-ethyl-5-(isopropylamino)pyrazine-2-carboxamide